CC1=CC=CC(=N1)C1=NC=CC(=N1)NC1=NC(=NC=C1)NC=1SC=C(N1)C(=O)OC[C@H]1CNCCC1 [(3R)-3-piperidyl]methyl 2-[[4-[[2-(6-methyl-2-pyridyl)pyrimidin-4-yl]amino]pyrimidin-2-yl]amino]thiazole-4-carboxylate